CC=1OC=2CNCCC2N1 2-methyl-4H,5H,6H,7H-[1,3]oxazolo[5,4-c]pyridine